tris(2-(2-(2-fluoroethoxy)ethoxy)ethyl) phosphate P(=O)(OCCOCCOCCF)(OCCOCCOCCF)OCCOCCOCCF